FC1=C(C(=CC(=C1)CNC1=NC=C(C(=C1)C)F)O)N1CC(NS1(=O)=O)=O 5-[2-fluoro-4-[[(5-fluoro-4-methyl-2-pyridinyl)amino]methyl]-6-hydroxy-phenyl]-1,1-dioxo-1,2,5-thiadiazolidin-3-one